ClN1N=NC2=C1C(=NC=C2)NCC2=C(C=C(C=C2)OC)OC chloro-N-(2,4-dimethoxybenzyl)-3H-[1,2,3]triazolo[4,5-c]pyridin-4-amine